NC(CC12CC(N(C2C1)C(=O)OC(C)(C)C)C(=O)O)=O 5-(2-amino-2-oxoethyl)-2-(tert-butoxycarbonyl)-2-azabicyclo[3.1.0]hexane-3-carboxylic acid